6-[({2-[(6-methoxy-2-methyl-1,2,3,4-tetrahydroisoquinolin-7-yl)amino]quinazolin-7-yl}-amino)methyl]-2,3-dihydro-1H-isoindol-1-one COC=1C=C2CCN(CC2=CC1NC1=NC2=CC(=CC=C2C=N1)NCC1=CC=C2CNC(C2=C1)=O)C